1,2,3-triazole-4-aldehyde N1N=NC(=C1)C=O